FC=1C=C(C(=C(C#N)C1)C)C1=CC=C(C=2OCCOC21)C(=O)N2[C@@H](C\C(\C2)=N/OC)CO (S,E)-5-Fluoro-3-(8-(2-(hydroxymethyl)-4-(methoxyimino)pyrrolidine-1-carbonyl)-2,3-dihydrobenzo[b][1,4]dioxin-5-yl)-2-methylbenzonitrile